(S)-3-(1-(3-(1-(4-methyl-4H-1,2,4-triazol-3-ylsulfanyl)ethyl)phenyl)-1H-1,2,3-triazol-4-yl)benzoic acid CN1C(=NN=C1)S[C@@H](C)C=1C=C(C=CC1)N1N=NC(=C1)C=1C=C(C(=O)O)C=CC1